FC=1C=C(C(=O)NC[C@H](C)O)C=CC1N1CCNCC1 (S)-3-fluoro-N-(2-hydroxypropyl)-4-(piperazin-1-yl)benzamide